NCCNC(=O)C=1C(OC2=CC(=CC=C2C1)N(CC)CC)=O N-(2-aminoethyl)-7-(diethylamino)-2-oxo-2H-chromen-3-Carboxamide